4-fluoro-2-(((2R,5R)-1-(2-(4-(4-fluorobenzyl)-8,8-dimethyl-7,8-dihydro-6H-pyrrolo[2,3-e][1,2,4]triazolo[1,5-a]pyridin-6-yl)-2-oxoethyl)-5-methylpiperazin-2-yl)methyl)isoindolin-1-one FC1=C2CN(C(C2=CC=C1)=O)C[C@@H]1N(C[C@H](NC1)C)CC(=O)N1CC(C2=C1C=C(C=1N2N=CN1)CC1=CC=C(C=C1)F)(C)C